7-bromo-8-methoxy-[1,2,4]triazolo[1,5-a]pyridin-2-amine TFA salt OC(=O)C(F)(F)F.BrC1=C(C=2N(C=C1)N=C(N2)N)OC